NC1=NC=2C=C(C=CC2C2=C1N=C(N2)CC2CN(CC2)C(=O)OC(C)(C)C)C2=NNC=C2 tert-Butyl 3-((4-amino-7-(1H-pyrazol-3-yl)-1H-imidazo[4,5-c]quinolin-2-yl)methyl)pyrrolidine-1-carboxylate